(3aR,4S,6R,6aS)-6-(4-chloro-7H-pyrrolo[2,3-d]pyrimidin-7-yl)-2,2-dimethyltetrahydro-3aH-cyclopenta[d][1,3]dioxole-4-carbaldehyde ClC=1C2=C(N=CN1)N(C=C2)[C@@H]2C[C@@H]([C@@H]1[C@H]2OC(O1)(C)C)C=O